diphenyl-(2',4',6'-triisopropyl-[1,1'-biphenyl]-2-yl)phosphine C1(=CC=CC=C1)P(C1=C(C=CC=C1)C1=C(C=C(C=C1C(C)C)C(C)C)C(C)C)C1=CC=CC=C1